Indolylalanine N1C(=CC2=CC=CC=C12)N[C@@H](C)C(=O)O